N[C@H]1[C@@H](CC[C@H](C2=NC=CC=C21)OC(=O)N2CCC(CC2)N2C(NC1=NC=CC=C12)=O)C1=C(C(=CC=C1)F)F (5S,6S,9R)-5-amino-6-(2,3-difluorophenyl)-6,7,8,9-tetrahydro-5H-cyclohepta[b]pyridin-9-yl-4-(2-oxo-2,3-dihydro-1H-imidazo[4,5-b]pyridin-1-yl)-1-piperidinecarboxylate